C(#N)C=1C=C(C=NC1N1N=CC=N1)NC(=O)C1=C(C(=NS1)C1=C2C=CNC(C2=CC=C1)=O)C1CC1 N-[5-cyano-6-(1,2,3-triazol-2-yl)pyridin-3-yl]-4-cyclopropyl-3-(1-oxo-2H-isoquinolin-5-yl)-1,2-thiazole-5-carboxamide